[12C]glucose O=[12CH][C@H](O)[C@@H](O)[C@H](O)[C@H](O)CO